CN1N=CC=2C=3C=CC=4NN=C(/C=C/C=5C(=NN(C5OC[C@@H](NCC12)C)C)C)C4C3 (9S,17E)-5,9,13,15-tetramethyl-11-oxa-4,5,8,13,14,20,21-heptazapentacyclo[17.5.2.02,6.012,16.022,26]hexacosa-1(25),2(6),3,12(16),14,17,19,22(26),23-nonaene